[6-[[3-(trifluoromethyl)-1,2,4-triazol-1-yl]methyl]-2-azaspiro[3.3]heptan-2-yl]methanone FC(C1=NN(C=N1)CC1CC2(CN(C2)C=O)C1)(F)F